Cl.FC=1C=C(C=CC1OC1=CC=NC2=CC(=C(N=C12)OC)C=1C=NC=CC1)NC(=O)C1=CN(C=C(C1=O)C1=CC=C(C=C1)F)C(C)C N-[3-Fluoro-4-[(6-methoxy-7-pyridin-3-yl-1,5-naphthyridin-4-yl)oxy]phenyl]-5-(4-fluorophenyl)-4-oxo-1-propan-2-ylpyridine-3-carboxamide hydrochloride